(E)-3-(4-((6-Hydroxy-2-(2,4,6-trimethylbenzoyl)benzo[b]thiophen-3-yl)oxy)phenyl)acrylic acid OC=1C=CC2=C(SC(=C2OC2=CC=C(C=C2)/C=C/C(=O)O)C(C2=C(C=C(C=C2C)C)C)=O)C1